N-(diethylamino-silyl)-N-ethyl-ethylamine C(C)N(CC)[SiH2]N(CC)CC